ClC=1C=C(C=CC1)C=1SC=C(N1)C(=O)NC1=CC(=CC=C1)NS(=O)(=O)C 2-(3-chlorophenyl)-N-(3-(methylsulfonamido)phenyl)thiazole-4-carboxamide